4-(8-((2-cyclopropyl-5-ethoxy-4'-fluoro-[1,1'-biphenyl]-4-yl)methyl)-2,2-dioxido-2-thia-1,3,8-triazaspiro[4.5]decan-3-yl)-N-(2-(2-hydroxyethoxy)ethyl)benzamide C1(CC1)C1=C(C=C(C(=C1)CN1CCC2(CN(S(N2)(=O)=O)C2=CC=C(C(=O)NCCOCCO)C=C2)CC1)OCC)C1=CC=C(C=C1)F